(2R,3S)-2-methyl-3-morpholin-4-ylazetidine-1-carboxylic acid benzyl ester C(C1=CC=CC=C1)OC(=O)N1[C@@H]([C@H](C1)N1CCOCC1)C